NC1=C(C=C(C=N1)NC(C(=O)N1[C@@H](CC[C@H](C1)C)C1=CC2=CN(N=C2C=C1)CCN(C)C)=O)C1CC1 N-(6-amino-5-cyclopropyl-3-pyridyl)-2-[(2S,5R)-2-[2-[2-(dimethylamino)Ethyl]Indazol-5-Yl]-5-methyl-1-piperidyl]-2-oxo-acetamide